COCC1(C=CC2=CC=CC(=C12)C)COC 1,1-bis(methoxymethyl)-7-methylinden